D-homocysteine N[C@H](CCS)C(=O)O